4-iodo-2-(6-azaspiro[2.5]octan-6-yl)-N-(8-(1-(2,2,2-trifluoroethyl)piperidin-4-yl)-1,7-naphthyridin-6-yl)benzamide IC1=CC(=C(C(=O)NC=2C=C3C=CC=NC3=C(N2)C2CCN(CC2)CC(F)(F)F)C=C1)N1CCC2(CC2)CC1